ethyl-N,N,N-trimethyl-ammonium chloride [Cl-].C(C)[N+](C)(C)C